6-(5-methoxypyrazin-2-ylsulfonyl)-2-((6-methoxypyridin-3-yl)methyl)phthalazin-1(2H)-one COC=1N=CC(=NC1)S(=O)(=O)C=1C=C2C=NN(C(C2=CC1)=O)CC=1C=NC(=CC1)OC